ClC1=C(C(=C(C=2OC3=C(C21)C(=C(C(=C3C3=C(C(=C(C(=C3[2H])[2H])[2H])[2H])[2H])[2H])[2H])[2H])[2H])[2H])[2H] 1-chloro-6-(phenyl-d5)dibenzo[b,d]furan-2,3,4,7,8,9-d6